[(2S,4R)-2-{6-[(1S)-1-Amino-2,2-dicyclopropylethyl]imidazo[1,2-b][1,2,4]triazin-3-yl}-4-hydroxy-4-(trifluoromethyl)piperidin-1-yl](3-fluorobicyclo[1.1.1]pentan-1-yl)-methanone N[C@@H](C(C1CC1)C1CC1)C=1N=C2N(N=CC(=N2)[C@H]2N(CC[C@@](C2)(C(F)(F)F)O)C(=O)C23CC(C2)(C3)F)C1